COC(=O)C1N(CC2=CC=CC=C2C1)C(=O)OC(C)(C)C 3,4-dihydro-isoquinoline-2,3(1H)-dicarboxylic acid 2-tert-butyl ester 3-methyl ester